phosphovanillin P(=O)(=O)OC1=C(C=C(C=O)C=C1)OC